1-(2,6-dichlorophenyl)-4-((5-morpholinopyridin-2-yl)amino)-1H-pyrazole-3-carboxamide ClC1=C(C(=CC=C1)Cl)N1N=C(C(=C1)NC1=NC=C(C=C1)N1CCOCC1)C(=O)N